ethyl (1S,3S,5R)-5-((pent-4-en-1-yloxy)methyl)-2-(O-phenyl-N-(undec-10-enoyl)-L-homoserylglycyl)-2-azabicyclo[3.1.0]hexane-3-carboxylate C(CCC=C)OC[C@@]12C[C@H](N([C@H]2C1)C(CNC([C@@H](NC(CCCCCCCCC=C)=O)CCOC1=CC=CC=C1)=O)=O)C(=O)OCC